O=C1N(CCC1)CC(=O)OCCCCCCCCCCC undecyl 2-(2-oxopyrrolidin-1-yl)acetate